(2S,4R)-1-(1-acetyl-2-methylpiperidine-3-carbonyl)-4-fluoro-N-[(S)-phenyl[4-(propan-2-yl)phenyl]methyl]pyrrolidine-2-carboxamide C(C)(=O)N1C(C(CCC1)C(=O)N1[C@@H](C[C@H](C1)F)C(=O)N[C@H](C1=CC=C(C=C1)C(C)C)C1=CC=CC=C1)C